trimethylolpropane tri(2-ethyl hexanoate) C(C)C(C(=O)O)CCCC.C(C)C(C(=O)O)CCCC.C(C)C(C(=O)O)CCCC.C(O)C(CC)(CO)CO